2-[(2-cyclopentylacetyl)amino]-4-[[2-methoxypropyl]-[4-(5,6,7,8-tetrahydro-1,8-naphthyridin-2-yl)butyl]amino]butanoic acid C1(CCCC1)CC(=O)NC(C(=O)O)CCN(CCCCC1=NC=2NCCCC2C=C1)CC(C)OC